CC=1N=C2N(N=C(C=C2C)C2=CC(=C3C=C(N=NC3=C2)N2CCNCC2)F)C1 7-(2,8-dimethylimidazo[1,2-b]pyridazin-6-yl)-5-fluoro-3-(piperazin-1-yl)cinnoline